FNS(=O)(=O)C(C(F)(F)F)(F)F.FNS(=O)(=O)C(C(F)(F)F)(F)F.[Li] lithium bis(hexafluoroethanesulfonamide)